1'-((S)-3-cyclopropyl-2-((methyl-d3)amino)propionyl)-5-(methylsulfonylamino)-2-oxospiro[indole-3,3'-pyrrolidine]-5'-carboxamide hydrochloride Cl.C1(CC1)C[C@@H](C(=O)N1CC2(CC1C(=O)N)C(NC1=CC=C(C=C12)NS(=O)(=O)C)=O)NC([2H])([2H])[2H]